1,2,5-oxa-diazole O1N=CC=N1